NC1=C(C(=NN1C)C1CC(CC1)C1=CC=C(C=C1)OC(C)C)C(=O)NC1=CC(=C(C=C1)F)Cl 5-Amino-N-(3-chloro-4-fluorophenyl)-3-(3-(4-isopropoxyphenyl)cyclopentyl)-1-methyl-1H-pyrazole-4-carboxamide